1,9-dicyanononane C(#N)CCCCCCCCCC#N